C1(=CCCCC1)CC=1C=CC(=NC1)N 5-(cyclohexenylmethyl)pyridin-2-amine